OC(O)(O)[PH2]=O tri-hydroxymethyl-phosphine oxide